C(C)(=O)NCCNCC1=C(C=C(C(=C1)Cl)OCC1=C(C(=CC=C1)C1=CC=CC=C1)Br)OCC=C N-(acetamidoethyl)-2-allyloxy-4-(2-bromo-3-phenylbenzyloxy)-5-chlorobenzylamine